(R)-N-[(1R)-1-[(2S)-5-azido-6-hydroxy-tetrahydropyran-2-yl]ethyl]-2-methyl-propane-2-sulfinamide N(=[N+]=[N-])C1CC[C@H](OC1O)[C@@H](C)N[S@](=O)C(C)(C)C